CC1=NC=CC(=C1)C=C 2-(methyl)-4-vinylpyridine